tert-butyl ((S)-1-cyclopropyl-2-((2S,4R)-4-hydroxy-2-((4-(4-methylthiazol-5-yl)benzyl)carbamoyl) pyrrolidin-1-yl)-2-oxoethyl)carbamate C1(CC1)[C@@H](C(=O)N1[C@@H](C[C@H](C1)O)C(NCC1=CC=C(C=C1)C1=C(N=CS1)C)=O)NC(OC(C)(C)C)=O